N1N=CC2=CC(=CC=C12)N1N=CC(=N1)C(=O)OC methyl 2-(1H-indazol-5-yl)-2H-1,2,3-triazole-4-carboxylate